N12C=CCN2C=CC1 1,5-diazabicyclo[3.3.0]octadiene